FC(C)(F)C1=CC=CC(=N1)N1CC2(C=3C=NC(=CC31)NC(CC)=O)CC2 N-(1'-(6-(1,1-difluoroethyl)pyridin-2-yl)-1',2'-dihydrospiro[cyclopropane-1,3'-pyrrolo[3,2-c]pyridin]-6'-yl)propionamide